C[C@@H]1[C@@H]([C@@H](C2=CC(=C(C(=C2C3=C(C4=C(C=C3[C@@H]1O)OCO4)OC)OC)OC)OC)O)C The molecule is a lignan with a dibenzocyclooctadiene skeleton isolated from Kadsura ananosma. It has a role as a metabolite and a plant metabolite. It is a lignan, an organic heterotetracyclic compound, an oxacycle, an aromatic ether and a diol.